C1(=CC=CC=C1)NC1=CC=C(C=C1)C=1C=C(C2=CC=CC=C2C1)C1=CC=CC=C1 phenyl-{4-(1-phenyl-naphthalen-3-yl)-phenyl}-amine